FC(C(OC1=NC=C(C=C1)B1OC(C(O1)(C)C)(C)C)C)(C)F 2-(2,2-difluoro-1-methyl-propoxy)-5-(4,4,5,5-tetramethyl-1,3,2-dioxaborolan-2-yl)pyridine